Cl.FC1=CC=2C(C=C(OC2C2=C1N=C(N2CC(F)(F)F)C(F)(F)F)C2CCNCC2)=O 4-fluoro-8-(piperidin-4-yl)-1-(2,2,2-trifluoroethyl)-2-(trifluoromethyl)chromeno[7,8-d]imidazol-6(1H)-one hydrochloride